2-(pyridin-4-yl)-4,5-dihydrothiazole-4-carboxylic acid N1=CC=C(C=C1)C=1SCC(N1)C(=O)O